Cl.N[C@@H]1[C@@H](CCC1)NC(=O)C1=CN(CCS1)C=1C2=C(N=CN1)NC=C2C N-((1R,2S)-2-aminocyclopentyl)-4-(5-methyl-7H-pyrrolo[2,3-d]pyrimidin-4-yl)-3,4-dihydro-2H-1,4-thiazine-6-carboxamide hydrochloride